O-[4-(trifluoromethyl)phenyl]hydroxylamine C1=CC(=CC=C1C(F)(F)F)ON